FC1(CN(CC[C@H]1NC1=NN2C(C(=N1)OC)=C(C=C2)C=2C=CC1=C(N(N=N1)C(C)C)C2)C(C)=O)F (R)-1-(3,3-difluoro-4-((5-(1-isopropyl-1H-benzo[d][1,2,3]triazol-6-yl)-4-methoxypyrrolo[2,1-f][1,2,4]triazin-2-yl)amino)piperidin-1-yl)ethan-1-one